N-(2-cyanobenzyl)-2-ethynyl-thiazole-4-carboxamide C(#N)C1=C(CNC(=O)C=2N=C(SC2)C#C)C=CC=C1